N,N-Dimethyldodecylamine N-oxide (aminoxide) N[O-].C[N+](C)(CCCCCCCCCCCC)[O-]